N'-[(2R)-2-Benzyloxy-2-(trifluoromethyl)pent-4-enoyl]-6-[[3-[tert-butyl(dimethyl)silyl]oxy-1,1-dimethyl-pent-4-enyl]amino]-3-nitro-5-(trifluoromethyl)pyridine-2-carbohydrazide C(C1=CC=CC=C1)O[C@@](C(=O)NNC(=O)C1=NC(=C(C=C1[N+](=O)[O-])C(F)(F)F)NC(CC(C=C)O[Si](C)(C)C(C)(C)C)(C)C)(CC=C)C(F)(F)F